NN=CNC=1SC=C(N1)CCCCNC(=NC)NC#N N-(4-(2-((aminoiminomethyl)amino)-4-thiazolyl)butyl)-N'-cyano-N''-methyl-guanidine